(S)-2-amino-N-(4-(3-(2-methylmorpholino)phenyl)thiazol-2-yl)acetamide NCC(=O)NC=1SC=C(N1)C1=CC(=CC=C1)N1C[C@@H](OCC1)C